N1=CC=NC(C1)=O pyrazin-5(6H)-one